CC1=CC=C(C2=CC=CC=C12)N 4-Methyl-naphthylamine